NCC(CN1N=NN(C1=O)C1=CC(=CS1)C=1C=C2CCC(N(C2=CC1)C)=O)=C(F)F 6-[5-[4-[2-(aminomethyl)-3,3-difluoro-allyl]-5-oxo-tetrazol-1-yl]-3-thienyl]-1-methyl-3,4-dihydro-quinolin-2-one